octadecyl-dimethylbenzyl-amine chloride [Cl-].C(CCCCCCCCCCCCCCCCC)C(C1=CC=CC=C1)N(C)C